N(=C=O)C=1C=C(C=O)C=CC1 3-ISOCYANATOBENZALDEHYDE